N[C@H](C)[C@@H](CC)O (2r,3r)-2-aminopentan-3-ol